(R)-3-(3-((5-(5-(methylsulfonyl)thiazol-2-yl)-1H-pyrrolo[2,3-b]pyridin-4-yl)amino)piperidin-1-yl)propanenitrile CS(=O)(=O)C1=CN=C(S1)C=1C(=C2C(=NC1)NC=C2)N[C@H]2CN(CCC2)CCC#N